FC1(CC(C(CC1)C1=NC=CC(=C1NC(=O)C=1C=NC(=NC1)C(C)C)C1=NC=CC=C1F)C)F N-(2'-(4,4-difluoro-2-methylcyclohexyl)-3-fluoro-[2,4'-bipyridyl]-3'-yl)-2-isopropylpyrimidine-5-carboxamide